2-methyl-6-(5-methyl-2-thiazolin-2-ylamino)pyridine CC1=NC(=CC=C1)NC=1SC(CN1)C